P(=O)(OC(C)(C)C)(OC(C)(C)C)O[C@H](CN(C(C1=CN=CC(=C1)C#CC1=NN(N=C1)C)=O)C)CC1=CC=CC=C1 (S)-di-tert-butyl (1-(N-methyl-5-((2-methyl-2H-1,2,3-triazol-4-yl)ethynyl)nicotinamido)-3-phenylpropan-2-yl) phosphate